O1COC2=C1C=CC(=C2)[C@H]2N[C@H](CC1=C2NC2=CC=CC=C12)C(=O)N(C(NC1CCCCC1)=O)C1CCCCC1 (1r,3r)-1-(benzo[d][1,3]dioxol-5-yl)-N-cyclohexyl-N-(cyclohexylcarbamoyl)-2,3,4,9-tetrahydro-1H-pyrido[3,4-b]indole-3-carboxamide